(6-(3-cyclopropyl-1H-1,2,4-triazol-1-yl)-2-azaspiro[3.3]heptan-2-yl)(3-((2-(trifluoromethyl)pyrimidin-4-yl)oxy)azetidin-1-yl)methanone C1(CC1)C1=NN(C=N1)C1CC2(CN(C2)C(=O)N2CC(C2)OC2=NC(=NC=C2)C(F)(F)F)C1